C[C@H](C[C@H](C)OC1=CC=C(C=C1C=1C(=C(C=C(C1)C(C)(CC(C)(C)C)C)N1C2=CC=C(C=C2C=2C=C(C=CC12)C(C)(C)C)C(C)(C)C)O)F)OC1(CC=2C=3C=C(C=CC3N(C2C=C1)C1=C(C(=CC(=C1)C(C)(CC(C)(C)C)C)C1=CC(=CC=C1)F)O)C(C)(C)C)C(C)(C)C 6',6'-((2R,4S)-pentane-2,4-diylbis(oxy))bis(3-(3,6-di-tert-butyl-9H-carbazol-9-yl)-3'-fluoro-5-(2,4,4-trimethylpentan-2-yl)-[1,1'-biphenyl]-2-ol)